tert-butyl methyl malonate C(CC(=O)OC)(=O)OC(C)(C)C